benzonorbornene C12C3=C(C(CC1)C2)C=CC=C3